N,N'-bis(tert-butyloxycarbonyl)-L-cystine C(C)(C)(C)OC(=O)N[C@@H](CSSC[C@@H](C(=O)O)NC(=O)OC(C)(C)C)C(=O)O